(l)-3-{[(5Z,8Z,11Z)-3-[18F]fluorotetradeca-5,8,11-trien-1-yl]sulfanyl}propanoic acid [18F]C(CCSCCC(=O)O)C\C=C/C\C=C/C\C=C/CC